piperazin-2,6-dione N1C(CNCC1=O)=O